4-(2-(1-Ethyl-3-(trifluoromethyl)-1H-pyrazol-4-yl)-4-methylphenyl)thieno[2,3-c]pyridine-2-carbonitrile C(C)N1N=C(C(=C1)C1=C(C=CC(=C1)C)C1=C2C(=CN=C1)SC(=C2)C#N)C(F)(F)F